(6-(4-fluorophenoxy)pyridin-3-yl)-2-((trimethylsilyl)oxy)propionitrile FC1=CC=C(OC2=CC=C(C=N2)C(C#N)(C)O[Si](C)(C)C)C=C1